FC(C=1C=C(CN2CCN(CC2)C=2C=CC3=C(C=C(O3)C(=O)N)C2)C=CC1)(F)F 5-[4-(3-trifluoromethyl-benzyl)-piperazin-1-yl]-benzofuran-2-carboxylic acid amide